N-(9,9-dimethyl-9H-fluoren-2-yl)-9-phenyl-9H-carbazol-2-amine CC1(C2=CC=CC=C2C=2C=CC(=CC12)NC1=CC=2N(C3=CC=CC=C3C2C=C1)C1=CC=CC=C1)C